[2-[5-(5-amino-4,5,6,7-tetrahydroindazol-2-yl)-7-methoxy-1-methyl-benzimidazol-2-yl]-1,9-diazatricyclo[6.3.1.04,12]dodeca-2,4(12),5,7-tetraen-9-yl]propan-1-ol sodium [Na].NC1CC2=CN(N=C2CC1)C1=CC2=C(N(C(=N2)C=2N3CCN(C4=CC=CC(C2)=C34)C(CC)O)C)C(=C1)OC